di-tert.-amylisopropylphosphine C(C)(C)(CC)P(C(C)C)C(C)(C)CC